C=1N=CN2C1C1=CC=CC=C1[C@H]2[C@@H]2[C@@H](CCCC2)O (1R,2R)-2-((R)-5H-Imidazo[5,1-a]isoindol-5-yl)cyclohexan-1-ol